2-fluoro-6-hydroxy-4-[[[(3R)-1-methylsulfonyl-3-piperidyl]aminomethyl]phenyl]-1,1-dioxo-1,2,5-thiadiazolidin-3-one FN1S(NC(C1=O)C1=C(C=CC=C1O)CN[C@H]1CN(CCC1)S(=O)(=O)C)(=O)=O